O1C(=CC=C1)CNC(=S)N1N=NC2=C1C=CC=C2 benzotriazole-1-thiocarboxylic acid (furan-2-ylmethyl) amide